(S)-tert-Butyl 1-(4-(2-amino-4-nitrophenyl)pyridin-2-yl)but-3-enylcarbamate NC1=C(C=CC(=C1)[N+](=O)[O-])C1=CC(=NC=C1)[C@H](CC=C)NC(OC(C)(C)C)=O